3-(((3-(Dimethylamino)propoxy)carbonyl)oxy)-13-(octanoyloxy)tridecyl-3-octylundecanoat CN(CCCOC(=O)OC(CCOC(CC(CCCCCCCC)CCCCCCCC)=O)CCCCCCCCCCOC(CCCCCCC)=O)C